(3R)-6-bromo-3-methylhexanoic acid ethyl ester C(C)OC(C[C@@H](CCCBr)C)=O